COC1=NC=C(C(=N1)OC)C=1N=NC=CC1N1N=CC=C1 3-(2,4-dimethoxypyrimidin-5-yl)-4-(1H-pyrazol-1-yl)pyridazine